FC1=C(C(=O)NC2=NN(C=C2)CC2=C(C=CC=C2)OC2=CC=CC=C2)C(=CC=C1)F 2,6-difluoro-N-(1-(2-phenoxybenzyl)-1H-pyrazol-3-yl)benzamide